FC=1C=C(C=C(C1F)F)C1=CC(=CC=C1)CCC#N 3-(3',4',5'-Trifluoro-[1,1'-biphenyl]-3-yl)propionitrile